N-acetyl-L-galactosaminyl-L-serine C(C)(=O)N([C@@H](CO)C(=O)O)C1[C@@H](N)[C@H](O)[C@H](O)[C@@H](O1)CO